FC=1C=C2C(=NC1NC1CCCC3=CC=CC=C13)NN=C2N 5-fluoro-N6-(1,2,3,4-tetrahydronaphthalen-1-yl)-1H-pyrazolo[3,4-b]pyridine-3,6-diamine